COC(COC)OC 1,1,2-trimethoxyethane